CNC1=NC=CC(=C1)C1=C(NC2=C(C=CC=C12)[C@H](C)N1C(OC2(CC(C2)CN)C1)=O)C(=O)O 3-[2-(methylamino)pyridin-4-yl]-7-[(1S)-1-[(2r,4r)-2-(aminomethyl)-6-oxo-5-oxa-7-azaspiro[3.4]oct-7-yl]ethyl]-1H-indole-2-carboxylic acid